BrC1=C(C=CC=C1)OCOC bromo-2-(methoxymethoxy)benzene